(R,R)-N-(8,9-difluoro-4-hydroxy-6-oxo-1,2,3,4,5,6-hexahydrophenanthridin-1-yl)-N-methyl-1H-indole-2-carboxamide FC=1C=C2C(NC=3[C@@H](CC[C@H](C3C2=CC1F)N(C(=O)C=1NC2=CC=CC=C2C1)C)O)=O